ClC1=CC=C(C=C1)SC[C@@H]([C@H](CCC1=CC=CC=C1)O)C=C (3S,4R)-4-(((4-chlorophenyl)thio)methyl)-1-phenylhex-5-en-3-ol